ClC1=NC=C(C(=O)NC([2H])([2H])[2H])C(=C1)NC1=CN(C2=C1C(N(C=C2Cl)CC)=O)C 6-Chloro-4-((7-chloro-5-ethyl-1-methyl-4-oxo-4,5-dihydro-1H-pyrrolo[3,2-c]pyridin-3-yl)amino)-N-(methyl-d3)nicotinamide